3'-{(1R)-1-[(6,7-dimethoxy-2-methylquinazolin-4-yl)amino]-ethyl}-N-propyl-biphenyl-4-carboxamide COC=1C=C2C(=NC(=NC2=CC1OC)C)N[C@H](C)C=1C=C(C=CC1)C1=CC=C(C=C1)C(=O)NCCC